4,5-dimethyl-N-[(5-phenyl-1,3,4-thiadiazol-2-yl)methyl]isoxazole-3-carboxamide CC=1C(=NOC1C)C(=O)NCC=1SC(=NN1)C1=CC=CC=C1